butyl 5-(4-iodobenzoyl)oxy-2-[4-[2-[4-(6-prop-2-enoyloxyhexoxy)phenyl]ethynyl]benzoyl]oxy-benzoate IC1=CC=C(C(=O)OC=2C=CC(=C(C(=O)OCCCC)C2)OC(C2=CC=C(C=C2)C#CC2=CC=C(C=C2)OCCCCCCOC(C=C)=O)=O)C=C1